N1=C(C(=NC=C1)CO)CO 3-pyrazinedimethanol